tert-butyl 6-(5-((8-fluoro-2-methylimidazo[1,2-a]pyridin-6-yl)carbamoyl)pyrazin-2-yl)-3-azabicyclo[4.1.0]heptane-3-carboxylate FC=1C=2N(C=C(C1)NC(=O)C=1N=CC(=NC1)C13CCN(CC3C1)C(=O)OC(C)(C)C)C=C(N2)C